N-((1-(2,6-dioxopiperidin-3-yl)-2-oxo-1,2-dihydrobenzo[cd]indol-6-yl)methyl)-6-(((1R,2S,4R)-1,7,7-trimethylbicyclo[2.2.1]heptan-2-yl)amino)hexanamide O=C1NC(CCC1N1C(C2=C3C(C(=CC=C13)CNC(CCCCCN[C@@H]1[C@@]3(CC[C@H](C1)C3(C)C)C)=O)=CC=C2)=O)=O